[Si](C1=CC=CC=C1)(C1=CC=CC=C1)(C(C)(C)C)OCC1N(CCCC1CC(C)C)C(=O)OC(C)(C)C tert-butyl 2-[[tert-butyl(diphenyl)silyl]oxymethyl]-3-isobutyl-piperidine-1-carboxylate